ClC=1C(=CC2=C(N(C[C@H](N(S2(=O)=O)C)C2CCCCC2)C2=CC=CC=C2)C1)C=1C=C(C=2C=NNC2C1)C(=O)O (R)-6-(7-chloro-3-cyclohexyl-2-methyl-1,1-dioxido-5-phenyl-2,3,4,5-tetrahydrobenzo[f][1,2,5]thiadiazepin-8-yl)-1H-indazole-4-carboxylic acid